CN(CCCN)C 3-(dimethylamino)-propylamine